C(CCC)NC1CN(CC1)C\C=C/C1=CC=C(C=C1)C1OC2=CC=C(C=C2C(=C1C1=CC(=CC=C1)O)C)O 2-{4-[(Z)-3-(3-Butylaminopyrrolidin-1-yl)propenyl]phenyl}-3-(3-hydroxyphenyl)-4-methyl-2H-chromen-6-ol